3-bromo-5-phenoxythieno[3,2-b]pyridine BrC1=CSC=2C1=NC(=CC2)OC2=CC=CC=C2